C1(CC1)C1=C(C=CC=C1OC)C(C(=O)O)N1CC(C1)OCCCCCC1=NC=2NCC(CC2C=C1)(C)C 2-(2-cyclopropyl-3-methoxyphenyl)-2-(3-(5-(6,6-dimethyl-5,6,7,8-tetrahydro-1,8-naphthyridin-2-yl)pentyloxy)azetidin-1-yl)acetic acid